ethyl 2-(2-formyl-7-isopropyl-4-oxopyrazolo[1,5-d][1,2,4]triazin-5(4H)-yl)acetate Osmium [Os].C(=O)C1=NN2C(=NN(C(C2=C1)=O)CC(=O)OCC)C(C)C